1-(2-(4-cyclobutylphenyl)-5-(5-hydroxy-6-(trifluoromethyl)nicotinoyl)-2,3,4,5,5a,6,8,9-octahydro-7H-1,2,5,7-tetraazabenzo[cd]azulen-7-yl)prop-2-en-1-one C1(CCC1)C1=CC=C(C=C1)N1N=C2CCN(CC3C2=C1CCN3C(C3=CN=C(C(=C3)O)C(F)(F)F)=O)C(C=C)=O